(cis)-3-{[2-(aminomethyl)-4-(2-bromoethoxy)-6-(trifluoromethyl)phenyl]amino}-1-methylcyclobutan-1-ol NCC1=C(C(=CC(=C1)OCCBr)C(F)(F)F)NC1CC(C1)(O)C